(3R,4S,5R)-4-(benzyloxy)-5-((benzyloxy)methyl)-5-(2-methylprop-1-en-1-yl)tetrahydrofuran-2,3-diyl diacetate C(C)(=O)OC1O[C@]([C@H]([C@H]1OC(C)=O)OCC1=CC=CC=C1)(C=C(C)C)COCC1=CC=CC=C1